7a-(hydroxymethyl)-6-methylenehexahydro-3H-pyrrolizin-3-one OCC12CC(CN2C(CC1)=O)=C